C1(=CC=CC=C1)[SiH](O[Si](C)(C)C1=CC=CC=C1)O[SiH](C)C diphenyl-1,1,5,5-tetramethyltrisiloxane